C(=C)C1=CC=C(C=C1)CC(C(C)=O)C(C)=O 3-[(4-vinylphenyl)methyl]pentane-2,4-dione